5-amino-1-(4-(hydroxymethyl)-2-methoxy-benzyl)-3-methyl-1H-pyrazolo[4,3-d]pyrimidin-7-ol NC=1N=C(C2=C(N1)C(=NN2CC2=C(C=C(C=C2)CO)OC)C)O